(4-((6-(4-chlorophenyl)-2-(pyridin-3-yl)pyrimidin-4-yl)amino)cyclohexyl)methanol ClC1=CC=C(C=C1)C1=CC(=NC(=N1)C=1C=NC=CC1)NC1CCC(CC1)CO